ClC=1C(=C(C=CC1)NC1=C(C(=O)N2C=CC3=C2N=CC=2N3C(=CN2)[C@H]2CN(C[C@H]2CC)CC(F)(F)F)C=CC=C1)C (3R,4S)-3-(3-(2-((3-chloro-2-methylphenyl)amino)benzoyl)-3H-imidazo[1,2-a]pyrrolo[2,3-e]pyrazin-8-yl)-4-ethyl-N-(2,2,2-trifluoroethyl)pyrrolidine